3-chloro-5-((6-oxo-4-(trifluoromethyl)-1,6-dihydropyrimidin-5-yl)oxy)benzonitrile ClC=1C=C(C#N)C=C(C1)OC1=C(N=CNC1=O)C(F)(F)F